OCC(CCC1=CC=C(C=C1)CCCCCCCC)CO 1-hydroxy-2-(hydroxymethyl)-4-(4-octylphenyl)butan